FC=1C=C(C=CC1)C1=NC2=C(C=C(C=C2C(N1C)=O)C)[C@@H](C)N[S@](=O)C(C)(C)C (R)-N-((R)-1-(2-(3-fluorophenyl)-3,6-dimethyl-4-oxo-3,4-dihydroquinazolin-8-yl)ethyl)-2-methylpropane-2-sulfinamide